methyl 4-amino-7-cyclopropyl-2-oxo-1-phenyl-1,2-dihydroquinoline-3-carboxylate NC1=C(C(N(C2=CC(=CC=C12)C1CC1)C1=CC=CC=C1)=O)C(=O)OC